FC=1C(=NC(=NC1)NC1CCC(CC1)N)C1=CN=C2N1C=C(C=C2)C2=CC=CC=C2 N1-(5-Fluoro-4-(6-phenylimidazo[1,2-a]pyridin-3-yl)pyrimidin-2-yl)cyclohexane-1,4-diamine